methyl 5-(1-(methylsulfonyl)piperidin-4-yl)-4-oxo-1-((2-(trimethylsilyl)ethoxy)methyl)-4,5-dihydro-1H-pyrazolo[4,3-c]pyridine-7-carboxylate CS(=O)(=O)N1CCC(CC1)N1C(C2=C(C(=C1)C(=O)OC)N(N=C2)COCC[Si](C)(C)C)=O